6-chloro-5-cyano-4-[(1,3-dimethyl-2-oxo-benzimidazol-5-yl)amino]pyridine-2-carboxylic acid ClC1=C(C(=CC(=N1)C(=O)O)NC1=CC2=C(N(C(N2C)=O)C)C=C1)C#N